6-Chloro-1-methyl-2-oxo-4-(4-(4-(trifluoromethoxy)phenoxy)piperidin-1-yl)-1,2-dihydro-1,5-naphthyridin-3-carbonitril ClC=1N=C2C(=C(C(N(C2=CC1)C)=O)C#N)N1CCC(CC1)OC1=CC=C(C=C1)OC(F)(F)F